(R)-N4-(1-(3-amino-5-(trifluoromethyl)phenyl)ethyl)-N6,2-Dimethyl-7-(morpholinomethyl)quinazoline-4,6-diamine NC=1C=C(C=C(C1)C(F)(F)F)[C@@H](C)NC1=NC(=NC2=CC(=C(C=C12)NC)CN1CCOCC1)C